CC1=CC=CC(=N1)C1=NNC=C1C1=NC2=CC(=CN=C2C=C1)C1=NC=CC=C1 2-[3-(6-methyl-2-pyridyl)-1H-pyrazol-4-yl]-7-(2-pyridyl)-1,5-naphthyridine